N1=C(C=CC=C1)C1=NC(=CC(=C1)C1=CC=C(C=C1)C#CC1=CC(=C(N)C(=C1)C(C)C)C(C)C)C1=NC=CC=C1 4-({4-[2,6-di(pyridin-2-yl)pyridin-4-yl]phenyl}ethynyl)-2,6-di(propan-2-yl)aniline